CC1=C(C=CC=C1COC1=NC=2CCN(CC2C=C1)CCO)C1=CC=CC=C1 2-(2-((2-Methyl-[1,1'-biphenyl]-3-yl)methoxy)-7,8-dihydro-1,6-naphthyridin-6(5H)-yl)ethan-1-ol